ClC1=C(C=CC(=C1)Cl)C(CC#N)=O 3-(2,4-dichlorophenyl)-3-oxopropanenitrile